C[C@@]12[C@H](CC[C@H]1[C@@H]1CCC3=C[C@@H](CC[C@]3(C)[C@H]1CC2)O)O androst-4-ene-3α,17β-diol